CC1(OB(OC1(C)C)C=1C=C(C=CC1)N1CCCCC1)C 1-(3-(4,4,5,5-tetramethyl-1,3,2-dioxaborolan-2-yl)phenyl)piperidine